3-(5-(4-((5-chloro-4-((1-methyl-2-oxoindolin-5-yl)amino)pyrimidin-2-yl)(methyl)amino)piperidin-1-yl)-1H-benzo[d]imidazol-1-yl)piperidine-2,6-dione ClC=1C(=NC(=NC1)N(C1CCN(CC1)C1=CC2=C(N(C=N2)C2C(NC(CC2)=O)=O)C=C1)C)NC=1C=C2CC(N(C2=CC1)C)=O